1-(4-hexanoylpiperazin-1-yl)hexan-1-one C(CCCCC)(=O)N1CCN(CC1)C(CCCCC)=O